(5R,8S)-5-methyl-8-{[tris(propan-2-yl)silanyl]oxy}-5,6,7,8-tetrahydroquinolin-4-ol C[C@H]1C=2C(=CC=NC2[C@H](CC1)O[Si](C(C)C)(C(C)C)C(C)C)O